5-(1-methanesulfonylcyclopropyl)furan-2-carboxylic acid CS(=O)(=O)C1(CC1)C1=CC=C(O1)C(=O)O